8-((4-(difluoromethoxy)phenyl)sulfonyl)-5-oxa-2,8-diazaspiro[3.5]nonane FC(OC1=CC=C(C=C1)S(=O)(=O)N1CCOC2(CNC2)C1)F